CN1C(CC(CC1(C)C)OC(C(C(=O)OC1CC(N(C(C1)(C)C)C)(C)C)(CCCC)CC1=CC(=C(C(=C1)C(C)(C)C)O)C(C)(C)C)=O)(C)C.CC=1C(=NC=CC1)NC(=S)NC(C1=CC=CC=C1)=O N-((3-methylpyridin-2-yl)thiocarbamoyl)benzamide bis(1,2,2,6,6-pentamethyl-4-piperidyl)[[3,5-bis(1,1-dimethylethyl)-4-hydroxyphenyl]methyl]butylmalonate